C1=CC=CC=2C3=CC=CC=C3C(C12)COC(=O)N1[C@H](CCCC1)C(=O)O (R)-1-(((9H-fluoren-9-yl)methoxy)carbonyl)piperidine-2-carboxylic acid